gamma-glutamylcysteine N[C@@H](CCC(=O)N[C@@H](CS)C(=O)O)C(=O)O